OC1CC2N(CCNC2)C1 7-hydroxyoctahydropyrrolo[1,2-a]pyrazine